(3-fluoro-4-methylphenyl)(1,2,4-thiadiazol-5-yl)methanone FC=1C=C(C=CC1C)C(=O)C1=NC=NS1